C(C)(=O)O[C@@H]1COCC[C@H]1NC1=NN2C(C=N1)=CC=C2C(C(F)(F)F)C (3S,4R)-4-{[7-(1,1,1-trifluoropropan-2-yl)pyrrolo[2,1-f][1,2,4]triazin-2-yl]amino}oxan-3-yl acetate